ClC=1C=CC(=C(C1)C1=CC(N(C=C1OC)[C@H](C(=O)NC1=CC=C(C=C1)P(=O)(C)C)CC1=CC=CC=C1)=O)N1N=NN=C1 (S)-2-(4-(5-chloro-2-(1H-tetrazol-1-yl)phenyl)-5-methoxy-2-oxopyridin-1(2H)-yl)-N-(4-(dimethylphosphoryl)phenyl)-3-phenylpropionamide